diphenyliodonium tetrafluoroborate salt F[B-](F)(F)F.C1(=CC=CC=C1)[I+]C1=CC=CC=C1